2-Chloro-6-((2S,5R)-4-(1-(4-fluorophenyl)-2-methylpropyl)-2,5-dimethylpiperazin-1-yl)purine ClC1=NC(=C2NC=NC2=N1)N1[C@H](CN([C@@H](C1)C)C(C(C)C)C1=CC=C(C=C1)F)C